FC1=CC=C(C=C1)C#CC1=C(C=CC(=C1)[N+](=O)[O-])I 2-((4-fluorophenyl)ethynyl)-1-iodo-4-nitrobenzene